N1-((1-butyl-1,2,3,4-tetrahydroquinolin-6-yl)methyl)-N2,N2-diethylethane-1,2-diamine C(CCC)N1CCCC2=CC(=CC=C12)CNCCN(CC)CC